C1(CC1)CCC(=O)N1CCC2(CO2)CC1 3-cyclopropyl-1-(1-oxa-6-azaspiro[2.5]oct-6-yl)propan-1-one